2-(3-amino-5-methoxyphenoxy)ethyl dihydrogen phosphate P(=O)(OCCOC1=CC(=CC(=C1)OC)N)(O)O